4-(6-chloro-2-((2,2-difluorotetrahydro-1H-pyrrolizin-7a(5H)-yl)methoxy)-8-fluoro-4-(piperazin-1-yl)quinazolin-7-yl)benzo[d]thiazol-2-amine ClC=1C=C2C(=NC(=NC2=C(C1C1=CC=CC2=C1N=C(S2)N)F)OCC21CCCN1CC(C2)(F)F)N2CCNCC2